C(C1=CC=CC=C1)[C@](CC(=C)Cl)(C)C1=NC2=C(C=CC=C2C=C1C(=O)N)F [(1S)-1-benzyl-3-chloro-1-methyl-but-3-enyl]-8-fluoro-quinoline-3-carboxamide